1-(1-oxospiro[2,3-dihydroisoquinoline-4,1'-cyclopropane]-6-yl)cyclopropane-1-carbonitrile O=C1NCC2(CC2)C2=CC(=CC=C12)C1(CC1)C#N